C(CC)N(C(=O)N)CCCCCC N-propyl-N-hexyl-urea